N-(cyclobutylmethyl)-1-[2-[[4-(6-fluoro-1H-indazol-4-yl)triazol-1-yl]methyl]imidazo[1,2-a]pyridin-6-yl]methylamine C1(CCC1)CNCC=1C=CC=2N(C1)C=C(N2)CN2N=NC(=C2)C2=C1C=NNC1=CC(=C2)F